O1C(CCC1O)O tetrahydrofuran-2,5-diol